1,6-dimethyl-4-{4-methyl-4-[5-(propan-2-yl)-1,3-benzooxazol-2-yl]piperidin-1-yl}-2-oxo-1,2-dihydroquinoline-3-carbonitrile CN1C(C(=C(C2=CC(=CC=C12)C)N1CCC(CC1)(C=1OC2=C(N1)C=C(C=C2)C(C)C)C)C#N)=O